2-hydroxy-1,3-dimethyloxypropane OC(COC)COC